5-(1-((((R)-1-((3R,4R)-1-(5-cyclopropylpyrimidin-2-yl)-3-hydroxypiperidin-4-yl)-2-oxoPyrrolidin-3-yl)oxy)methyl)isoindol-2-yl)-2-(4-methoxybenzyl)-4-(trifluoromethyl)pyridazine C1(CC1)C=1C=NC(=NC1)N1C[C@H]([C@@H](CC1)N1C([C@@H](CC1)OCC=1N(C=C2C=CC=CC12)C=1C(=CN(NC1)CC1=CC=C(C=C1)OC)C(F)(F)F)=O)O